tert-Butyl 3-[(3-{(2,6-dimethoxybenzene-1-sulfonyl)[(2,4-dimethoxyphenyl)methyl]amino}-4-methoxy-1,2-benzoxazol-6-yl)amino]-1H-pyrazole-1-carboxylate COC1=C(C(=CC=C1)OC)S(=O)(=O)N(C1=NOC2=C1C(=CC(=C2)NC2=NN(C=C2)C(=O)OC(C)(C)C)OC)CC2=C(C=C(C=C2)OC)OC